COC1=C(C=C(C(=C1)SCCC)OC)CCNO N-[2-(2,5-dimethoxy-4-propylsulfanylphenyl)ethyl]hydroxylamine